OC1=CC=C(C2=C1OCCO2)C=O 8-hydroxy-2,3-dihydrobenzo[b][1,4]dioxine-5-carbaldehyde